ClC1=CC=C(C(=O)C2=C(N(C3=CC(=CC=C23)C(C)C)CC(C)C)CC(C(=O)O)(C)C)C=C1 3-(3-(4-chlorobenzoyl)-1-isobutyl-6-isopropyl-1h-indol-2-yl)-2,2-dimethylpropanoic acid